[Al].C(C(=O)O)(=O)O oxalic acid aluminum